5-(8-(4-Chlorophenyl)-2-imino-3-methyl-2,3-dihydro-1H-imidazo[4,5-c]quinolin-1-yl)nicotinamide ClC1=CC=C(C=C1)C1=CC=2C3=C(C=NC2C=C1)N(C(N3C=3C=NC=C(C(=O)N)C3)=N)C